O=C1NC(CCC1N1C(C2=CC=C(C=C2C1)NC(=O)N1C2=CC=C(C=C2CC12COC2)C(F)(F)F)=O)=O N-(2-(2,6-dioxopiperidin-3-yl)-1-oxoisoindolin-5-yl)-5-(trifluoromethyl)spiro[indoline-2,3'-oxetane]-1-carboxamide